[I-].CN(C1=CC=C(C=C1)/C=C/C=C/C=C/C1=[N+](C=CC=C1)C)C 2-((1E,3E,5E)-6-(4-(dimethylamino)phenyl)hex-1,3,5-trien-1-yl)-1-methylpyridin-1-ium iodide